C(C)NCC1=C(C=C(C=C1)CCCCCCCCCCCCCCCCCCCCCC)CCCCCCCCCCCCCCCCCCCCCC N-ethyl-2,4-di(behenyl)benzylamine